BrC=1C=C(C=C(C1F)F)S(=O)(=O)Cl 3-bromo-4,5-difluorobenzenesulfonyl chloride